tert-butyl 7-([1-[(benzyloxy)carbonyl]piperidin-4-yl]methyl)-2,7-diazaspiro[3.5]nonane-2-carboxylate C(C1=CC=CC=C1)OC(=O)N1CCC(CC1)CN1CCC2(CN(C2)C(=O)OC(C)(C)C)CC1